C1(CC1)COC1=C(C=CC(=N1)C(=O)O)N1CC(C1)(F)F 6-(cyclopropylmethoxy)-5-(3,3-difluoroazetidin-1-yl)picolinic acid